3-[3-Methyl-2-oxo-4-(4-piperidylmethoxy)benzimidazol-1-yl]piperidine-2,6-dione CN1C(N(C2=C1C(=CC=C2)OCC2CCNCC2)C2C(NC(CC2)=O)=O)=O